4,5,6,7-tetrahydroisoxazolo(5,4-c)pyridin-3(2H)-one-7-d1 O1NC(C2=C1C(NCC2)[2H])=O